N1C2=C(O[C@@H](C1)[C@@H](C1=CC=CC=C1)NCC(C)C1=CC=C(C#N)C=C1)N=CC=C2 4-[2-[[(R)-[(3S)-2,3-dihydro-1H-pyrido[2,3-b][1,4]oxazin-3-yl]-phenyl-methyl]amino]-1-methyl-ethyl]benzonitrile